F[C@H]1CN(CC[C@H]1NC1=C2C=C(N(C2=CC=C1)CC(F)(F)F)C#CCNC1=C(C=C(C(=O)NC)C=C1)O)C 4-{[3-(4-{[(3S,4R)-3-fluoro-1-methylpiperidin-4-yl]amino}-1-(2,2,2-trifluoroethyl)-1H-indol-2-yl)prop-2-yn-1-yl]amino}-3-hydroxy-N-methylbenzamide